2,2'-(2,5-bis(hexyloxy)-1,4-phenylene)bis(4,4-bis(4-hexylphenyl)-4H-cyclopenta[2,1-B:3,4-B']dithiophene) C(CCCCC)OC1=C(C=C(C(=C1)C1=CC2=C(S1)C=1SC=CC1C2(C2=CC=C(C=C2)CCCCCC)C2=CC=C(C=C2)CCCCCC)OCCCCCC)C2=CC1=C(S2)C=2SC=CC2C1(C1=CC=C(C=C1)CCCCCC)C1=CC=C(C=C1)CCCCCC